FC=1C(=C(C=CC1)NC1=C(NC2=C1C(NCC21CCN(CC1)C(=O)OC(C)(C)C)=O)C1=NC=NC=C1)OC tert-butyl 3'-[(3-fluoro-2-methoxyphenyl)amino]-4'-oxo-2'-(pyrimidin-4-yl)-5',6'-dihydro-1'H-spiro[piperidine-4,7'-pyrrolo[3,2-c]pyridine]-1-carboxylate